(3S)-1-[(2R)-2-[4-(2-chloro-4-fluoro-phenyl)-2-oxo-chromen-7-yl]oxypropionyl]piperidine-3-carboxylic acid ethyl ester C(C)OC(=O)[C@@H]1CN(CCC1)C([C@@H](C)OC1=CC=C2C(=CC(OC2=C1)=O)C1=C(C=C(C=C1)F)Cl)=O